1-methyl-N-(2-methyl-3-phenylpropyl)-5-oxo-4,5-dihydro-1H-1,2,4-triazole-3-carboxamide CN1N=C(NC1=O)C(=O)NCC(CC1=CC=CC=C1)C